FC1=CC=C(C=N1)C1=CC2=C(N=C(S2)N)C=C1 6-(6-fluoro-3-pyridinyl)-1,3-benzothiazol-2-amine